N1C=C(C2=CC=CC=C12)NC(=O)N1CC2=CC=C(C=C2C1)C1=CC=C(C=C1)OC N-(1H-indol-3-yl)-5-(4-methoxyphenyl)isoindoline-2-carboxamide